C(#N)C1(COCC1)C1=CC=C(C=C1)C(C(=O)OCC)C(C)C ethyl 2-[4-(3-cyanotetrahydrofuran-3-yl)phenyl]-3-methyl-butanoate